N-(5-(ethylthio)-1,3,4-thiadiazole-2-yl)-2-(trifluoromethyl)benzamide C(C)SC1=NN=C(S1)NC(C1=C(C=CC=C1)C(F)(F)F)=O